C(C)OC(C[C@H](CI)C)=O (R)-4-iodo-3-methylbutanoic acid ethyl ester